N1(C=NC2=C1C=CC=C2)C2=NC1=C(N2)C=CC=C1 1'H-1,2'-bibenzo[d]imidazole